NCCC(=O)NC1=C(C=CC=C1)/N=C/1\C=C(OC2=C1C=CC=C2)C2=CC1=C(OCO1)C=C2 (E)-3-amino-N-(2-((2-(benzo[d][1,3]dioxol-5-yl)-4H-benzopyran-4-ylidene)amino)phenyl)propanamide